FC1(CCN(CC1)C=1C2=C(N=CN1)N(C(=C2)C2=CC=C(N)C=C2)COCC[Si](C)(C)C)F 4-(4-(4,4-difluoropiperidin-1-yl)-7-((2-(trimethylsilyl)ethoxy)methyl)-7H-pyrrolo[2,3-d]pyrimidin-6-yl)aniline